(2-hydroxy-3-(isopropylamino)propoxy)chroman-3-yl nitrate [N+](=O)(OC1C(OC2=CC=CC=C2C1)OCC(CNC(C)C)O)[O-]